2-benzyloxy-3,3-difluoro-pent-4-enoic acid ethyl ester C(C)OC(C(C(C=C)(F)F)OCC1=CC=CC=C1)=O